methyl 2-(1-(4-cyano-5,5-difluoro-3-(2-(methyl-d3)azetidin-1-yl)-6,7-dihydro-5H-cyclopenta[c]pyridin-1-yl)azetidin-3-yl)acetate C(#N)C=1C2=C(C(=NC1N1C(CC1)C([2H])([2H])[2H])N1CC(C1)CC(=O)OC)CCC2(F)F